4-(3-ethynylphenylamino)-7-methoxy-6-nitroquinazoline C(#C)C=1C=C(C=CC1)NC1=NC=NC2=CC(=C(C=C12)[N+](=O)[O-])OC